O=C(CC(=O)[O-])CCCNC(=O)C 3-oxo-6-acetaminohexanoate